CC1=C(OC=2CCC3=CN(N=C3C21)C[C@@H]2OCCC2)C(=O)NC[C@H]2OCCC2 8-Methyl-2-[(2R)-tetrahydrofuran-2-ylmethyl]-N-[(2S)-tetrahydrofuran-2-ylmethyl]-4,5-dihydro-2H-furo[2,3-g]indazol-7-carboxamid